COC(CCC1OCC(CO1)(C)C)=O 2-(3-methoxy-3-oxopropyl)-5,5-dimethyl-1,3-dioxan